4-[5-[(1S)-1-(3,5-Dimethylpyridazin-4-yl)ethoxy]-1H-indazol-3-yl]-6-methyl-pyridine-2-carbonitrile CC=1N=NC=C(C1[C@H](C)OC=1C=C2C(=NNC2=CC1)C1=CC(=NC(=C1)C)C#N)C